[N+](=O)([O-])C1=CC=C(C(=O)C=2C=C(NC2)C(=O)O)C=C1 4-(4-nitrobenzoyl)-1H-pyrrole-2-carboxylic acid